tert.-Butyl-7-{[2-(5-chloropyridin-2-yl)imidazo[1,2-a]-pyridin-3-yl]methyl}-3-oxa-7,9-diazabicyclo[3.3.1]nonan-9-carboxylat C(C)(C)(C)OC(=O)N1C2COCC1CN(C2)CC2=C(N=C1N2C=CC=C1)C1=NC=C(C=C1)Cl